7-bromo-2-methyl-3-oxo-3,4-dihydroquinoxaline-6-carboxylic acid ethyl ester C(C)OC(=O)C=1C=C2NC(C(=NC2=CC1Br)C)=O